C(CO)O (1R,2S)-rel-1,2-ethanediol